C(N)(O[C@H]1C(N(C[C@@H](C1)F)C(=O)C=1C=CC=2N(C1)N=C(C2C)C2=CC=1C(=NC=CC1)N2CC2CC2)C(C)(C)C)=O Tert-butyl-((3R,5R)-1-(2-(1-(cyclopropylmethyl)-1H-pyrrolo[2,3-b]pyridin-2-yl)-3-methylpyrazolo[1,5-a]pyridine-6-carbonyl)-5-fluoropiperidin-3-yl) carbamate